C(C)OC(C=C)=O.C12C(CC=CC1)C(NC2=O)=O (4-cyclohexene-1,2-dicarboximide) ethyl-acrylate